6-chloro-N-[2,4-dinitro-6-(trifluoromethyl)phenyl]-2-(2-pyridyl)-5-(trifluoromethyl)-4-pyrimidinamine ClC1=C(C(=NC(=N1)C1=NC=CC=C1)NC1=C(C=C(C=C1C(F)(F)F)[N+](=O)[O-])[N+](=O)[O-])C(F)(F)F